Dimethyl 2-(but-3-en-1-yl)-2-(4-(isopropoxycarbonyl)benzyl)malonate C(CC=C)C(C(=O)OC)(C(=O)OC)CC1=CC=C(C=C1)C(=O)OC(C)C